(3-bromo-2-methyl-6-methylsulfonylphenyl)-4,5-dihydroisoxazole BrC=1C(=C(C(=CC1)S(=O)(=O)C)C1=NOCC1)C